FC(CC1=C(NC2=CC=C(C=C12)C1CCN(CC1)C(CN(C)C)=O)C=1C=CC=2N(C1)C=C(N2)C)F 1-(4-(3-(2,2-difluoroethyl)-2-(2-methylimidazo[1,2-a]pyridin-6-yl)-1H-indol-5-yl)piperidin-1-yl)-2-(dimethylamino)ethan-1-one